Cl.NC1C(NC(C=C1)=O)=O 3-aminopyridine-2,6-dione hydrochloride